C(#N)C=1C=C(C(=O)[O-])C=CC1F 3-cyano-4-fluorobenzoate